7-fluoro-4-nitro-1-(tetrahydro-2H-pyran-2-yl)-1H-indazole FC=1C=CC(=C2C=NN(C12)C1OCCCC1)[N+](=O)[O-]